rel-N-methyl-N'-[(3S,4R)-7-methyl-6-oxo-4-({[(1S,4S)-4-(prop-1-yn-1-yl)cyclohexyl]oxy}methyl)-1,3,4,6-tetrahydro-2H-quinolizin-3-yl]sulfuric acid diamide CNS(N[C@H]1CCC2=CC=C(C(N2[C@H]1COC1CCC(CC1)C#CC)=O)C)(=O)=O |o1:4,13|